ClC1=C(C(=CC=C1)C)NC(=O)C1=CN=C(S1)NC1=CC(=NC(=N1)C)NCCNC(CN(C(OCC#CBr)=O)C)=O 3-Bromoprop-2-yn-1-yl (2-((2-((6-((5-((2-chloro-6-methylphenyl)carbamoyl)thiazol-2-yl)amino)-2-methylpyrimidin-4-yl)amino)ethyl)amino)-2-oxoethyl)(methyl)carbamate